2-ethyl myristate C(CCCCCCCCCCCCC)(=O)OCC